2-Chloro-4-((3R)-8-(4-(4-((4-(4-((2,6-dioxopiperidin-3-yl)amino)phenyl)piperidin-1-yl)methyl)piperidine-1-carbonyl)phenyl)-3-methyl-2,8-diazaspiro[4.5]decan-2-yl)benzonitrile ClC1=C(C#N)C=CC(=C1)N1CC2(C[C@H]1C)CCN(CC2)C2=CC=C(C=C2)C(=O)N2CCC(CC2)CN2CCC(CC2)C2=CC=C(C=C2)NC2C(NC(CC2)=O)=O